COC1=C(C(=CC=C1)OC)S(=O)(=O)NC1=NOC2=C1C1=C(CCCO1)C(=C2)OC=2OC=CN2 2,6-dimethoxy-N-(5-(oxazol-2-yloxy)-3,4-dihydro-2H-benzopyrano[8,7-d]isoxazol-9-yl)benzenesulfonamide